N-cyclohexyl-S-phenyl-N-(phenylthio)thiohydroxylamine C1(CCCCC1)N(SC1=CC=CC=C1)SC1=CC=CC=C1